methyl-16-oxo-androst-5-ene-3beta-ol acetate C(C)(=O)O[C@@H]1CC2=CC[C@H]3[C@@H]4CC(C[C@@]4(CC)CC[C@@H]3[C@]2(CC1)C)=O